BrC=1C(=CC(=C(C=O)C1)O)C 5-bromo-2-hydroxy-4-methyl-benzaldehyde